ClC=1C=C(C(=NC1)OC(F)F)C1=NN=C(N1C)C=1C=NC=CC1Cl 5-chloro-3-(5-(4-chloropyridin-3-yl)-4-methyl-4H-1,2,4-triazol-3-yl)-2-(difluoromethoxy)pyridine